C(C)(C)(C)OC(N[C@@H](C)C1=NN(C(=C1CC1OCCO1)C1=CC(=CC(=C1)F)F)C)=O (S)-(1-(4-((1,3-dioxolan-2-yl)methyl)-5-(3,5-difluorophenyl)-1-methyl-1H-pyrazol-3-yl)ethyl)carbamic acid tert-butyl ester